C(C)S(=O)(=O)C1=C(N=C2N1C=C(C=C2)C(F)(F)F)C=2N(C(=CN2)C2=CC=C(C=C2)OC(F)(F)F)C 3-(ethylsulfonyl)-2-(1-methyl-5-(4-(trifluoromethoxy)phenyl)-1H-imidazol-2-yl)-6-(trifluoromethyl)imidazo[1,2-a]pyridine